ClC1=NC2=CN=CC=C2C=C1 2-Chloro-1,7-naphthyridine